N1(CCCC1)C(=O)C1=CN=C2N1C=C(C=C2)C=2C=CN1N=C(N=CC12)N[C@@H]1CC[C@@H](CC1)OC(F)(F)F pyrrolidin-1-yl(6-(2-((cis-4-(trifluoromethoxy)cyclohexyl)amino)pyrrolo[2,1-f][1,2,4]triazin-5-yl)imidazo[1,2-a]pyridin-3-yl)methanone